C1N(CCC2=CC=CC=C12)CC1=CC(C(=CO1)OC(C)C1CC2(CN(C2)C(=O)OC(C)(C)C)C1)=O Tert-butyl 6-(1-((6-((3,4-dihydroisoquinolin-2(1H)-yl) methyl)-4-oxo-4H-pyran-3-yl) oxy) ethyl)-2-azaspiro[3.3]heptane-2-carboxylate